ClC1=C(C=C2C(=NC(N3C2=C1SCC1(COC1)C3)=O)N3C[C@@H](N(C[C@H]3C)C(=O)OC(C)(C)C)C)C(F)(F)F (2S,5R)-tert-butyl 4-(11-chloro-6-oxo-10-(trifluoromethyl)-4,6-dihydro-2H-spiro[[1,4]thiazepino[2,3,4-ij]quinazoline-3,3'-oxetan]-8-yl)-2,5-dimethylpiperazine-1-carboxylate